4-(methylthio)benzene iodonium trifluoromethanesulfonate FC(S(=O)(=O)[O-])(F)F.[IH2+].CSC1=CC=CC=C1